tert-butyl 2-((6-chloro-3-(trifluoromethyl)pyridazin-4-ylamino)methyl)morpholine-4-carboxylate ClC1=CC(=C(N=N1)C(F)(F)F)NCC1CN(CCO1)C(=O)OC(C)(C)C